ICC(C(COC(C(F)(F)F)(C)C)NC([O-])=O)=O (4-iodo-3-oxo 1-((1,1,1-trifluoro-2-methyl propan-2-yl)oxy)butan-2-yl)carbamate